C(CCC(=O)OC1CC(N(C(C1C)C)OCCCCCCCC)(C)C)(=O)OC1CC(N(C(C1C)C)OCCCCCCCC)(C)C bis(1-octyloxy-2,2,6,5-tetramethylpiperidin-4-yl) succinate